20,23-Dihydroxyhexacosanoic acid OC(CCCCCCCCCCCCCCCCCCC(=O)O)CCC(CCC)O